O=S1S[C@@H](CC1)CCCCC(=O)O 5-((3R)-1-oxido-1,2-dithiolan-3-yl)pentanoic acid